FC1=C(C=CC=C1)C1(N=C(C(=N1)C1=CC(=CC=C1)OC)C1=CC(=CC=C1)OC)C1(N=C(C(=N1)C1=CC(=CC=C1)OC)C1=CC(=CC=C1)OC)C1=C(C=CC=C1)F 2,2'-bis(2-fluorophenyl)-4,4',5,5'-tetrakis(3-methoxyphenyl)biimidazole